FC1=C(C(=CC(=C1)F)OC[C@@H](C)O)C=1C2=C(C(=NC1C1=NN3C([C@@H](N(CC3)C(C=C)=O)C)=C1)C=1C=CC3=CN(N=C3C1)C)C=CS2 1-((S)-2-((S)-7-(2,4-difluoro-6-((R)-2-hydroxypropoxy)phenyl)-4-(2-methyl-2H-indazol-6-yl)thieno[3,2-c]pyridin-6-yl)-4-methyl-6,7-dihydropyrazolo[1,5-a]pyrazin-5(4H)-yl)prop-2-en-1-one